4-(3-(1H-indol-3-yl)azetidin-1-yl)butanenitrile N1C=C(C2=CC=CC=C12)C1CN(C1)CCCC#N